C(C)(=O)C1=CC=C(C=C1)C(C(=O)O)N 4-Acetyl-amino-phenyl-acetic acid